3-bromo-1H-pyrazolo[3,4-b]pyrazine BrC1=NNC2=NC=CN=C21